1-{6-[(3S)-3-amino-5-fluoro-1,3-dihydrospiro[indene-2,4'-piperidin]-1'-yl]-5-methyl-1H-pyrazolo[3,4-b]pyrazin-3-yl}-6-methyl-1,2,3,4,5,6-hexahydro-1,6-naphthyridin-5-one N[C@@H]1C2=CC(=CC=C2CC12CCN(CC2)C2=C(N=C1C(=N2)NN=C1N1CCCC=2C(N(C=CC12)C)=O)C)F